C(C)C1NC(OC12CCN(CC2)C=2C=CN(C=CC2)C2=NC(=NO2)C)=O 4-ethyl-8-[1-(3-methyl-1,2,4-oxadiazol-5-yl)azepin-4-yl]-1-oxa-3,8-diazaspiro[4.5]decan-2-one